tert-butyl (2S,4R)-4-(2-(2-(2-(2-azidoethoxy)ethoxy)ethoxy)ethoxy)-2-((S)-2-((benzyloxy)carbonyl)pyrrolidine-1-carbonyl)pyrrolidine-1-carboxylate N(=[N+]=[N-])CCOCCOCCOCCO[C@@H]1C[C@H](N(C1)C(=O)OC(C)(C)C)C(=O)N1[C@@H](CCC1)C(=O)OCC1=CC=CC=C1